6-[(3-methoxybenzyl)(4-dimethylaminobenzyl)aminocarbonyloxy]pyridine COC=1C=C(CN(C(=O)OC2=CC=CC=N2)CC2=CC=C(C=C2)N(C)C)C=CC1